2-methyl-1-tricosanal CC(C=O)CCCCCCCCCCCCCCCCCCCCC